bis(2-(pentadecan-7-yloxy)ethyl) 3,3'-((3-(1H-imidazol-1-yl)propyl)azanediyl)dipropionate N1(C=NC=C1)CCCN(CCC(=O)OCCOC(CCCCCC)CCCCCCCC)CCC(=O)OCCOC(CCCCCC)CCCCCCCC